C(C)(C)(C)N(C(O)=O)C1CN(C1)C=1C=CC=2N=CN=C(C2N1)NC1=CC2=C(C=NS2)C=C1.COC(C=C(OC)OC)[SiH3] trimethoxyallylsilane tert-Butyl-(1-(4-(benzo[d]isothiazol-6-ylamino)pyrido[3,2-d]pyrimidin-6-yl)azetidin-3-yl)carbamate